C(C)(C)OP isopropyloxyphosphine